C(C)(C)(C)NC(CN(C)C=1C2=C(N=C(N1)C1=NC=CC(=C1)F)CCC2)=O N-(tert-butyl)-2-((2-(4-fluoropyridin-2-yl)-6,7-dihydro-5H-cyclopenta[d]pyrimidin-4-yl)(methyl)amino)acetamide